3-oxo-9-(6-hydroxy-1-tetralone) hydrazone O=C1CC(C2=CC=C(C=C2C1)O)=NN